6-(2-methoxyethyl)-2-(2-methylpropyl)-6,7-dihydro-4H-pyrazolo[1,5-a]pyrrolo[3,4-d]pyrimidine COCCN1C=C2NC=3N(C=C2C1)N=C(C3)CC(C)C